[N+](=O)([O-])C=1C=C(C=NC1)N1C[C@H](CCC1)C(=O)OCC ethyl (3S)-1-(5-nitro-3-pyridyl)piperidine-3-carboxylate